4-isopropylpiperazine-2-carboxylic acid C(C)(C)N1CC(NCC1)C(=O)O